4,5-dioxapentazane NNNOO